NN[C@@H](CC1=CNC2=CC=CC=C12)C(=O)O aminotryptophan